5-bromo-N-(5-hydroxy-pyridin-2-yl)-2-trifluoromethyl-benzamide BrC=1C=CC(=C(C(=O)NC2=NC=C(C=C2)O)C1)C(F)(F)F